N1N=CN=C1[C@@H]1CN(CC1)C(=O)N1CC2(C1)CC(C2)CC2=CC=C(C=C2)S(=O)(=O)N 4-[[2-[(3S)-3-(1H-1,2,4-triazol-5-yl)pyrrolidine-1-carbonyl]-2-azaspiro[3.3]heptan-6-yl]methyl]benzenesulfonamide